OC1=C2CCC(CC2=CC=C1)N(CCCCNC(=O)C=1NC2=CC=CC=C2C1)CCC N-(4-((5-hydroxy-1,2,3,4-tetrahydronaphthalen-2-yl)(propyl)amino)butyl)-1H-indole-2-carboxamide